ClC=1SC=C(N1)C(C(=O)OCC)(F)F ethyl 2-(2-chlorothiazol-4-yl)-2,2-difluoroacetate